tert-butyl 4-(4-(9-((tert-butoxycarbonyl)amino)-3-methoxy-10-oxo-10H-chromeno[3,2-b]pyridin-4-yl)phenyl)piperazine-1-carboxylate C(C)(C)(C)OC(=O)NC=1C=2C(C3=NC=C(C(=C3OC2C=CC1)C1=CC=C(C=C1)N1CCN(CC1)C(=O)OC(C)(C)C)OC)=O